2-[(tert-butoxy)carbonylamino]-N-{[1-(2-{[1-(3-chloro(2-pyridyl))-isopropyl]amino}pyrimidin-5-yl)pyrazol-4-yl]methyl}acetamide C(C)(C)(C)OC(=O)NCC(=O)NCC=1C=NN(C1)C=1C=NC(=NC1)NC(C)(C)C1=NC=CC=C1Cl